1-((2R)-2-((1R,3aS,7aR,E)-4-(bromomethylene)-7a-methyl-octahydro-1H-inden-1-yl)propyl)-4-(trifluoromethyl)piperidin-4-ol Methyl-4-(8-(2-aminopyridin-3-yl)-9H-purin-9-yl)benzoate CC1=C(C(=O)OC2(CCN(CC2)C[C@H](C)[C@H]2CC[C@@H]3/C(/CCC[C@]23C)=C/Br)C(F)(F)F)C=CC(=C1)N1C2=NC=NC=C2N=C1C=1C(=NC=CC1)N